ethyl N-(tert-butoxycarbonyl)-8-azaspiro[bicyclo[3.2.1]octane-2,1'-cyclopropane]-2'-carboxylate C(C)(C)(C)OC(=O)N1C2CCC1CCC21C(C1)C(=O)OCC